CCCCCCCCCCCCCCCCCCCCCCCCCCC(=O)N[C@@H](CO)[C@@H](/C=C/CCCCCCCCCC(C)C)O The molecule is an N-acyl-15-methylhexadedcasphing-4-enine in which the acyl group has 27 carbons and 0 double bonds. It derives from a 15-methylhexadecasphing-4-enine.